2-(1-(6-(4-fluoro-1H-pyrazol-1-yl)pyridin-3-yl)ethyl)-8-(9-methyl-6-((5-methyl-1H-pyrazol-3-yl)amino)-9H-purin-2-yl)-2,8-diazaspiro[4.5]decan-1-one FC=1C=NN(C1)C1=CC=C(C=N1)C(C)N1C(C2(CC1)CCN(CC2)C2=NC(=C1N=CN(C1=N2)C)NC2=NNC(=C2)C)=O